bis(1,2,2,6,6-pentamethyl-4-piperidyl){[3,5-bis(1,1-dimethylethyl)-4-hydroxyphenyl]methyl} butylmalonate C(CCC)C(C(=O)OC(C1=CC(=C(C(=C1)C(C)(C)C)O)C(C)(C)C)(C1CC(N(C(C1)(C)C)C)(C)C)C1CC(N(C(C1)(C)C)C)(C)C)C(=O)[O-]